1-(3,5-dichloropyridin-4-yl)ethoxyl-N-(1-(1-ethyl-azetidin-3-yl)-1H-pyrazol-4-yl)-1H-indazole-3-carboxamide ClC=1C=NC=C(C1C(ON1N=C(C2=CC=CC=C12)C(=O)NC=1C=NN(C1)C1CN(C1)CC)C)Cl